CC=1C=CC(=NC1)CC(=O)NC1=NNC(=C1)[C@H]1C[C@H](CC1)N(C([O-])=O)[C@@H]1CC[C@H](CC1)O (1S,3R)-3-(3-{[(5-methylpyridin-2-yl)acetyl]amino}-1H-pyrazol-5-yl)cyclopentyl(trans-4-hydroxycyclohexyl)carbamate